1-(1-methyl-1H-indol-3-yl)-2-phenyl-1,2,3,4-tetrahydroisoquinoline CN1C=C(C2=CC=CC=C12)C1N(CCC2=CC=CC=C12)C1=CC=CC=C1